2-(oxan-4-ylsulfanyl)-1,3-thiazole O1CCC(CC1)SC=1SC=CN1